N[C@@H](CCSCC)C(=O)O.[N].[S] sulfur nitrogen (ethionine)